4-(5-(4-Chlorophenyl)-5,6,7,8-tetrahydro-[1,3]dioxolo[4,5-g]isoquinoline-6-carbonyl)-N-hydroxybenzoamide ClC1=CC=C(C=C1)C1N(CCC=2C=C3C(=CC12)OCO3)C(=O)C3=CC=C(C(=O)NO)C=C3